BrC1=CC=C(C=C1)C1=CC2=CC=C3C=C(C=C4C=CC(=C1)C2=C43)C4=CC=C(C=C4)Br 2,7-bis(4-bromophenyl)pyrene